3-oxopropanoic acid ethyl ester hydrochloride Cl.C(C)OC(CC=O)=O